C1(=CC=C(C=C1)NC(C1=CC=C(C=C1)N)=O)NC(C1=CC=C(C=C1)N)=O N,N'-p-phenylenebis(p-aminobenzamide)